methyl 6-(3-(1-(tert-butoxycarbonyl)piperidin-3-yl)propanamido)picolinate C(C)(C)(C)OC(=O)N1CC(CCC1)CCC(=O)NC1=CC=CC(=N1)C(=O)OC